[Mg+2].C(\C=C/C(=O)[O-])(=O)[O-] maleic acid, magnesium salt